O(C=1C=C(C=CC1Br)N1C(C(C(C1([2H])[2H])([2H])[2H])([2H])[2H])([2H])[2H])C=1C=C(C=CC1Br)N1C(C(C(C1([2H])[2H])([2H])[2H])([2H])[2H])([2H])[2H] 1,1'-(oxybis(4-bromo-3,1-phenylene))bis(pyrrolidine-2,2,3,3,4,4,5,5-d8)